cyclohexyl-[[5-(dicyclohexylphosphanyl-methyl)acridin-4-yl]methyl]phosphane C1(CCCCC1)PCC1=CC=CC2=CC3=CC=CC(=C3N=C12)CP(C1CCCCC1)C1CCCCC1